4-amino-N-(benzo[d]thiazol-6-ylmethyl)-N'-(bicyclo[1.1.1]pentane-1-carbonyl)-N',1-dimethyl-1H-pyrazolo[4,3-c]quinoline-8-carbohydrazide NC1=NC=2C=CC(=CC2C2=C1C=NN2C)C(=O)N(N(C)C(=O)C21CC(C2)C1)CC1=CC2=C(N=CS2)C=C1